3-Benzoimidazol-1-yl-1-[4-(5-hydroxypyridin-2-yl)-piperazin-1-yl]-propan-1-one N1(C=NC2=C1C=CC=C2)CCC(=O)N2CCN(CC2)C2=NC=C(C=C2)O